(S)-4-(7-fluoro-imidazo[1,2-a]pyridin-3-yl)-7-((6-(((2-methoxy-ethyl)(meth-yl)amino)methyl)-5-(tetrahydrofuran-3-yl)pyridin-2-yl)amino)isoindolin-1-one FC1=CC=2N(C=C1)C(=CN2)C2=C1CNC(C1=C(C=C2)NC2=NC(=C(C=C2)[C@H]2COCC2)CN(C)CCOC)=O